C(C)(C)(C)OC(CC1(CCN(CC1)C1=C(C=C(C=C1F)N[C@@H]1C(NC(CC1)=O)=O)Cl)O)=O [1-[2-chloro-4-[[(3S)-2,6-dioxo-3-piperidinyl]amino]-6-fluoro-phenyl]-4-hydroxy-4-piperidinyl]acetic acid tert-butyl ester